BrCC#CC1=CC=C(C=C1)C(C)=O 1-(3-bromopropynyl)4-acetylbenzene